(S)-2-(4-(1-Acetyl-2-methyl-1,2,3,4-tetrahydroquinolin-6-yl)phenyl)-N-((6-(2-aminopyrimidin-5-yl)-8-morpholinoimidazo[1,2-a]pyrazin-2-yl)methyl)acetamide C(C)(=O)N1[C@H](CCC2=CC(=CC=C12)C1=CC=C(C=C1)CC(=O)NCC=1N=C2N(C=C(N=C2N2CCOCC2)C=2C=NC(=NC2)N)C1)C